8-[benzyl-[8-oxo-8-(4-pentylnonylamino)octyl]amino]-N-(4-pentylnonyl)octanamide C(C1=CC=CC=C1)N(CCCCCCCC(=O)NCCCC(CCCCC)CCCCC)CCCCCCCC(NCCCC(CCCCC)CCCCC)=O